ClC1=C(C=C(C=C1)C1=CN(C(C=C1)=O)C(C)C)CC(C(NC1=CC=C(C=C1)C=1N=NNN1)=O)NC(=O)C=1N(N=CC1)C N-[1-[[2-chloro-5-(1-isopropyl-6-oxo-3-pyridyl)phenyl]methyl]-2-oxo-2-[4-(2H-tetrazol-5-yl)anilino]ethyl]-2-methyl-pyrazole-3-carboxamide